O1COC2=C1C=CC(=C2)C2=CC(=NC=C2)C(=O)O 4-(benzo[d][1,3]dioxol-5-yl)picolinic acid